diphenyl-(hydroxymethyl)phosphine oxide C1(=CC=CC=C1)P(CO)(C1=CC=CC=C1)=O